FC1(C2CN(CC12)C1=NC(=CC(=N1)C=1C=NN(C1)C1=C(C=C(C=C1)[N+](=O)[O-])F)C)F 6,6-Difluoro-3-(4-(1-(2-fluoro-4-nitrophenyl)-1H-pyrazol-4-yl)-6-methylpyrimidin-2-yl)-3-azabicyclo[3.1.0]hexane